COC(=O)C(C1=CC=CS1)(C2=CC=CS2)O methyl 2,2-dithienylglycolate